NC1=C(C=C(C=N1)NC(C(=O)N1[C@H](CC[C@@H](C1)C)C1=CC(=CC=C1)C(CCN(C)C)(F)F)=O)CC N-(6-amino-5-ethylpyridin-3-yl)-2-((2R,5S)-2-(3-(3-(dimethylamino)-1,1-difluoropropyl)phenyl)-5-methylpiperidin-1-yl)-2-oxoacetamide